2-(4-fluoro-2-methylphenyl)-5-(1H-pyrrolo[2,3-b]pyridin-4-yl)-1-{[2-(trimethylsilyl)ethoxy]methyl}-1H-pyrrole-3-carboxamide FC1=CC(=C(C=C1)C=1N(C(=CC1C(=O)N)C1=C2C(=NC=C1)NC=C2)COCC[Si](C)(C)C)C